C(C)(=O)C(C(C(C(=O)[O-])(CC)CC)(O)C(=O)[O-])(C(=O)[O-])CC acetyltriethylcitrate